1-(6-(3-(4-(2,6-dichloro-3,5-dimethoxyphenyl)-8-(methylamino)-[1,2,4]triazolo[1',5':1,6]pyrido[2,3-d]pyrimidin-2-yl)propyl)-2,6-diazaspiro[3.3]heptan-2-yl)prop-2-en-1-one ClC1=C(C(=C(C=C1OC)OC)Cl)C1=CC=2C(=NC(=NC2)NC)N2C1=NC(=N2)CCCN2CC1(CN(C1)C(C=C)=O)C2